potassium oxalat C(C(=O)[O-])(=O)[O-].[K+].[K+]